5-((2,4-dimethoxybenzyl)amino)imidazo[1,2-c]quinazoline-9-carboxylic acid COC1=C(CNC2=NC=3C=CC(=CC3C=3N2C=CN3)C(=O)O)C=CC(=C1)OC